C=C(C(=O)O)C(O)(C(=O)O)CC(=O)O Methylenecitric Acid